4-(1-carboxyl-cyclobutylamino)-2-cyano-3-trifluoromethyl-pyridine Tertiary butyl-bromoacetate C(C)(C)(C)OC(CBr)=O.C(=O)(O)C1(CCC1)NC1=C(C(=NC=C1)C#N)C(F)(F)F